N-(14-methyl-3-(13-methyl-4-tetradecenoyloxy)-pentadecanoyl)-glycine CC(CCCCCCCCCCC(CC(=O)NCC(=O)O)OC(CCC=CCCCCCCCC(C)C)=O)C